CC1(OCC1O)C 2,2-dimethyloxetan-3-ol